N-(1-(tert-butyl)-1H-pyrazol-4-yl)-2-(3-fluoro-5-((6-hydroxyquinazolin-4-yl)oxy)pyridin-2-yl)acetamide C(C)(C)(C)N1N=CC(=C1)NC(CC1=NC=C(C=C1F)OC1=NC=NC2=CC=C(C=C12)O)=O